methyl (S)-(3-(3-((tert-butoxycarbonyl)amino)pyrrolidin-1-yl)-4-(4,5-dibromo-1H-pyrrole-2-carboxamido)benzoyl)glycinate C(C)(C)(C)OC(=O)N[C@@H]1CN(CC1)C=1C=C(C(=O)NCC(=O)OC)C=CC1NC(=O)C=1NC(=C(C1)Br)Br